3,5-di(tert-butyl)-2-hydroxybenzoic acid C(C)(C)(C)C=1C(=C(C(=O)O)C=C(C1)C(C)(C)C)O